ClC(=O)C1(CC1)C(=O)OC methyl 1-(chlorocarbonyl)cyclopropanecarboxylate